8-[(8aS)-6-Chloro-4-fluoro-8,8a,9,10,11,12-hexahydropyrazino[2',1':3,4][1,4]oxazepino[5,6,7-de]quinazolin-5-yl]-7-methylisoquinolin-1(2H)-one ClC1=C2C3=C(N=CN=C3C(=C1C=1C(=CC=C3C=CNC(C13)=O)C)F)N1[C@H](CO2)CNCC1